(R)-2-(5-amino-2-(furan-2-yl)-7H-pyrazolo[4,3-e][1,2,4]triazolo[1,5-c]pyrimidin-7-yl)-N-(2-(4-methylpiperazin-1-yl)ethyl)-2-phenylpropanamide NC1=NC2=C(C=3N1N=C(N3)C=3OC=CC3)C=NN2[C@](C(=O)NCCN2CCN(CC2)C)(C)C2=CC=CC=C2